CC1=NC(=CC(=C1)C)COC1=NC=CC(=C1)C1=NOC(=N1)C(F)(F)F 2,4-dimethyl-6-[({4-[5-(trifluoromethyl)-1,2,4-oxadiazol-3-yl]pyridin-2-yl}oxy)methyl]pyridine